1-bromo-2,4-dimethoxybenzene BrC1=C(C=C(C=C1)OC)OC